N1(CC1)C1CN(C1)C1=NC2=C(C(=C(C=C2C(=N1)N1C[C@H](N(C[C@@H]1C)C(C=C)=O)C)Cl)C1=C2C=NNC2=CC=C1C)F 1-((2R,5S)-4-(2-(3-(aziridin-1-yl)azetidin-1-yl)-6-chloro-8-fluoro-7-(5-methyl-1H-indazol-4-yl)quinazolin-4-yl)-2,5-dimethylpiperazin-1-yl)prop-2-en-1-one